C(C)(C)(C)OC(=O)N(C=1C(=NC(=C(C1)C(F)(F)F)O[C@@H](CC=C)C)C(=O)O)C(=O)OC(C)(C)C 3-[bis(t-butoxycarbonyl)amino]-6-[(1R)-1-methylbut-3-enyloxy]-5-(trifluoromethyl)pyridine-2-carboxylic acid